C(C)(C)(C)OC(=O)N1C(CN(CC1C)C1=NC(N2C3=C(C(=C(C=C13)C(F)(F)F)Cl)SC[C@H](C2)C2=NC=CC=C2)=O)C 4-((R)-11-chloro-6-oxo-3-(pyridin-2-yl)-10-(trifluoromethyl)-3,4-dihydro-2h,6h-[1,4]thiazepino[2,3,4-ij]quinazolin-8-yl)-2,6-dimethylpiperazine-1-carboxylic acid tert-butyl ester